tert-butyl (1-(9-iso-Propyl-6-((3-(4-nitrobenzamido)phenyl)amino)-9H-purin-2-yl)piperidin-3-yl)carbamate C(C)(C)N1C2=NC(=NC(=C2N=C1)NC1=CC(=CC=C1)NC(C1=CC=C(C=C1)[N+](=O)[O-])=O)N1CC(CCC1)NC(OC(C)(C)C)=O